benzyl 1-(benzyloxycarbonylsulfamoyl)-3-(4-tert-butoxycarbonylphenyl)pyrrole-2-carboxylate C(C1=CC=CC=C1)OC(=O)NS(=O)(=O)N1C(=C(C=C1)C1=CC=C(C=C1)C(=O)OC(C)(C)C)C(=O)OCC1=CC=CC=C1